O=C[C@H](CC=1N=CN(C1)C(C1=CC=CC=C1)(C1=CC=CC=C1)C1=CC=CC=C1)NC(C(CCC)CCC)=O (S)-N-(1-oxo-3-(1-trityl-1H-imidazol-4-yl)propan-2-yl)-2-propylpentanamide